8-Fluoro-4-(4-((methylamino)methyl)-5-(tetrahydro-2H-pyran-4-yl)thiazol-2-yl)isoquinolin-1-amine FC=1C=CC=C2C(=CN=C(C12)N)C=1SC(=C(N1)CNC)C1CCOCC1